1-(1H-imidazol-1-ylsulfonyl)-3-methyl-1H-imidazol-3-ium trifluoromethanesulfonate FC(S(=O)(=O)[O-])(F)F.N1(C=NC=C1)S(=O)(=O)N1C=[N+](C=C1)C